tert-Butyl 4-((2-(1-ethoxyvinyl)pyrimidin-4-yl)oxy)piperidine-1-carboxylate C(C)OC(=C)C1=NC=CC(=N1)OC1CCN(CC1)C(=O)OC(C)(C)C